(Z)-N'-(pyrimidin-5-yl)-4-(1,4,4,4-tetrafluoro-3-(3,4,5-trichlorophenyl)but-1-en-1-yl)-2-(trifluoromethyl)benzoyl-hydrazine N1=CN=CC(=C1)NNC(C1=C(C=C(C=C1)/C(=C/C(C(F)(F)F)C1=CC(=C(C(=C1)Cl)Cl)Cl)/F)C(F)(F)F)=O